CN(CCNC=1C=CC=2N(C(C=C(N2)C2=NN3C(C(=NC(=C3)C)CC)=C2)=O)C1)C 7-{[2-(Dimethylamino)ethyl]amino}-2-(4-ethyl-6-methylpyrazolo[1,5-a]pyrazin-2-yl)-4H-pyrido[1,2-a]pyrimidin-4-one